N-(3-cyclopropylpyridin-2-yl)-4-(5-ethoxypyridin-2-yl)thiazol-2-amine C1(CC1)C=1C(=NC=CC1)NC=1SC=C(N1)C1=NC=C(C=C1)OCC